5-(N-isobutanesulfonyl)amino-3-(1-(sec-butyl)piperidin-4-yl)-1H-indole C(C(C)C)S(=O)(=O)NC=1C=C2C(=CNC2=CC1)C1CCN(CC1)C(C)CC